C(C)(C)N1CCN(CC1)C1=CC=C(C=N1)NC1=NC=CC(=N1)C1=CN=C2N1C=C(C=C2)C=2C=NC=NC2 N-(6-(4-Isopropylpiperazin-1-yl)pyridin-3-yl)-4-(6-(pyrimidin-5-yl)imidazo[1,2-a]pyridin-3-yl)pyrimidin-2-amine